(2S)-2-[3-(3,3-difluoroazetidin-1-yl)phenyl]-2-methoxy-N-[5-[[(3R)-1-pyridazin-3-ylpyrrolidin-3-yl]amino]-1,3,4-thiadiazol-2-yl]acetamide FC1(CN(C1)C=1C=C(C=CC1)[C@@H](C(=O)NC=1SC(=NN1)N[C@H]1CN(CC1)C=1N=NC=CC1)OC)F